O=C1NC(CCC1C1=NN(C2=C(C=CC=C12)OCC(=O)NC1CCN(CC1)CCC)C)=O 2-((3-(2,6-dioxopiperidin-3-yl)-1-methyl-1H-indazol-7-yl)oxy)-N-(1-propyl-piperidin-4-yl)acetamide